[N+](=O)([O-])C1=CC=C2CCC3=C(NC(=N3)N(C(=O)OC(C)(C)C)C(=O)OC(C)(C)C)C2=C1 8-nitro-2-(N,N-bis-tert-butoxycarbonylamino)-4,5-dihydro-1H-naphtho[1,2-d]imidazole